NC1=CC=C(C=C1)B1OC(C(O1)(C)C)(C)C 2-(4-aminophenyl)-4,4,5,5-tetramethyl-1,3,2-dioxaborolane